P(O)(=O)(OP(=O)(O)OP(=O)(O)O)OC[C@@H]1[C@H]([C@H]([C@@H](O1)C1=CN(C(=O)NC1=O)C)OC)O N1-methyl-2'-O-methyl pseudouridine-5'-triphosphate